FC=1C(=NN(C1)CC1=NC=CC=C1)C(=O)N[C@@H]1C(N(C2=C(OC1)C=CC=N2)C)=O (S)-4-fluoro-N-(5-methyl-4-oxo-2,3,4,5-tetrahydropyrido[3,2-b][1,4]oxazepin-3-yl)-1-(pyridin-2-ylmethyl)-1H-pyrazole-3-carboxamide